C1(CC1)C1=NC=NC(=C1C=1N=C(C2=C(N1)N(C=C2C#N)COCC[Si](C)(C)C)OCC2=CC=C(C=C2)C=2N(C=C(N2)C(F)(F)F)C2CC2)OC 2-(4-cyclopropyl-6-methoxy-pyrimidin-5-yl)-4-[[4-[1-cyclopropyl-4-(trifluoromethyl)imidazol-2-yl]phenyl]methoxy]-7-(2-trimethylsilylethoxymethyl)pyrrolo[2,3-d]pyrimidine-5-carbonitrile